6-cyclopropyl-1-[(4-fluorophenyl)methyl]-2-oxo-1,8-naphthyridine-3-carboxylic acid C1(CC1)C=1C=C2C=C(C(N(C2=NC1)CC1=CC=C(C=C1)F)=O)C(=O)O